BrC1=NC=CC=C1CC=O 2-(2-Bromopyridin-3-yl)acetaldehyde